[Sb].[Cs] cesium-antimony